tert-butyl 3-[{3-bromo-1-[(4-methoxyphenyl)methyl]-4-nitro-1H-pyrazol-5-yl}(prop-2-en-1-yl)amino]azetidine-1-carboxylate BrC1=NN(C(=C1[N+](=O)[O-])N(C1CN(C1)C(=O)OC(C)(C)C)CC=C)CC1=CC=C(C=C1)OC